N-(4-Aminophenyl)-N-(1-(3-aminophenyl)-2-(tert-butylamino)-2-oxoethyl)-propiolamide NC1=CC=C(C=C1)N(C(C#C)=O)C(C(=O)NC(C)(C)C)C1=CC(=CC=C1)N